BrC=1C=C2C=C(C=NC2=CC1)Cl 6-bromo-3-chloroquinolin